ClC=1C=NC=C(C1[C@@H](C)OC=1C=C2C(=NNC2=CC1OC)C=1C=C(C(=NC1)N1CC(C1)O)C#N)Cl 5-[5-[(1R)-1-(3,5-dichloro-4-pyridyl)ethoxy]-6-methoxy-1H-indazol-3-yl]-2-(3-hydroxyazetidin-1-yl)pyridine-3-carbonitrile